3-{4-[Azetidin-3-yl(methyl)amino]-3-methyl-2-oxo-1,3-benzodiazol-1-yl}piperidine-2,6-dione trifluoroacetate FC(C(=O)O)(F)F.N1CC(C1)N(C1=CC=CC=2N(C(N(C21)C)=O)C2C(NC(CC2)=O)=O)C